5-(benzyl(benzyloxycarbonyl)amino)-pentyl 3-(α-D-mannopyranosyl)-4-(α-D-mannopyranosyl)-6-(α-D-mannopyranosyl)-α-D-mannopyranoside [C@H]1([C@@H](O)[C@@H](O)[C@H](O)[C@H](O1)CO)[C@]1([C@@H]([C@@H](OCCCCCN(C(=O)OCC2=CC=CC=C2)CC2=CC=CC=C2)O[C@@H]([C@]1(O)[C@@H]1[C@@H](O)[C@@H](O)[C@H](O)[C@H](O1)CO)C(O)[C@@H]1[C@@H](O)[C@@H](O)[C@H](O)[C@H](O1)CO)O)O